C(CCC)[Sn](OC)(OC)CCCC Dibutyldimethoxytin